5-(2,6-dioxopiperidin-3-yl)-2-(piperazin-1-yl)phenyl sulfurofluoridate S(OC1=C(C=CC(=C1)C1C(NC(CC1)=O)=O)N1CCNCC1)(=O)(=O)F